FC(C(=O)O)(F)F.N[C@H](C(=O)N[C@H](C(=O)N[C@H](C(=O)N)CS)CS)CS (R)-2-amino-N-((R)-1-(((R)-1-amino-3-mercapto-1-oxopropan-2-yl)amino)-3-mercapto-1-oxopropan-2-yl)-3-mercaptopropanamide trifluoroacetate